6-(hydroxymethyl)pyridine-3-boronic acid OCC1=CC=C(C=N1)B(O)O